NCC(CN)CC(CN)CN 2,4-bis(aminomethyl)-1,5-pentanediamine